methyl-((3S,4R,5R)-4-(benzyloxy)-5-((benzyloxy) methyl)-3-fluorotetrahydrofuran-2-yl)-2,4-dichloro-7H-pyrrolo[2,3-D]pyrimidine-5-carboxylate COC(=O)C1=C(NC=2N=C(N=C(C21)Cl)Cl)C2O[C@@H]([C@H]([C@H]2F)OCC2=CC=CC=C2)COCC2=CC=CC=C2